2-((4-fluoro-2-methylphenyl)-amino)-N-(6-methoxy-4-methylpyridin-3-yl)-5-(trifluoromethyl)-benzamide FC1=CC(=C(C=C1)NC1=C(C(=O)NC=2C=NC(=CC2C)OC)C=C(C=C1)C(F)(F)F)C